carbon compound with water O.[C]